NC1=NC(N(C=C1)C=1C=C2CC(CC2=CC1)O[Si](C)(C)C(C)(C)C)=O 4-amino-1-(2-((tert-butyldimethylsilyl)oxy)-2,3-dihydro-1H-inden-5-yl)pyrimidin-2(1H)-one